1,2-dioleoyl-carbamoyloxy-3-(dimethylamino)acetoxypropane C(CCCCCCC\C=C/CCCCCCCC)(=O)C(C(COC(CN(C)C)=O)C(CCCCCCC\C=C/CCCCCCCC)=O)OC(N)=O